4-(9-ethyl-2-(2-phenylpyrimidin-4-yl)-8-vinyl-9H-purin-6-yl)morpholine C(C)N1C2=NC(=NC(=C2N=C1C=C)N1CCOCC1)C1=NC(=NC=C1)C1=CC=CC=C1